3-isopropyl-N6,N8-bis(2-methoxyethyl)-[1,2,4]triazolo[4,3-b]pyridazine-6,8-diamine C(C)(C)C1=NN=C2N1N=C(C=C2NCCOC)NCCOC